3-((1-Methyl-1H-pyrazole-4-yl)methyl)-N-(1-methylcyclopropyl)-2,4-dioxo-1-(piperidin-4-yl)-1,2,3,4-Tetrahydrothieno[2,3-d]pyrimidin-6-sulfonamide trifluoroacetate FC(C(=O)O)(F)F.CN1N=CC(=C1)CN1C(N(C2=C(C1=O)C=C(S2)S(=O)(=O)NC2(CC2)C)C2CCNCC2)=O